5-((2S,3S)-3-amino-3-(bicyclo[4.2.0]octa-1(6),2,4-trien-3-yl)-2-fluoropropyl)-1-(tetrahydro-2H-pyran-4-yl)pyrimidine-2,4,6(1H,3H,5H)-trione hydrochloride Cl.N[C@H]([C@H](CC1C(NC(N(C1=O)C1CCOCC1)=O)=O)F)C1=CC=2CCC2C=C1